2-(2-(2-butoxyethoxy)ethoxy)ethyl cyclohexanecarboxylate C1(CCCCC1)C(=O)OCCOCCOCCOCCCC